6-bromo-4-chloro-8-methoxyquinazoline-4-amine BrC=1C=C2C(NC=NC2=C(C1)OC)(N)Cl